(R)-6-chloro-3-((1-(2-(4,4-difluoropiperidin-1-yl)-3-methyl-4-oxo-6-(trifluoromethyl)-3,4-dihydroquinazolin-8-yl)ethyl)amino)picolinic acid ClC1=CC=C(C(=N1)C(=O)O)N[C@H](C)C=1C=C(C=C2C(N(C(=NC12)N1CCC(CC1)(F)F)C)=O)C(F)(F)F